CCNC(C(=C)CCCCCC)=O N-2-ethylhexyl-acrylamide